COC=1C(=CC=C2CN(C(C12)=O)C1C(NC(CC1)=O)=O)C1=CC=CC=C1 3-(7-methoxy-1-oxo-6-phenylisoindolin-2-yl)piperidine-2,6-dione